C[N+]1=CN(C=C1)S(=O)(=O)C=1C=NC(=CC1)N1N=CC(=C1)C(F)(F)F 1-methyl-3-{6-[4-(trifluoromethyl)pyrazol-1-yl]pyridin-3-ylsulfonyl}imidazol-1-ium